Cl.N[C@H](C(=O)O)C(C(C1=CC=C(C=C1)C=1C=C2C(=NC1)NN=C2C(C2=C(C(=C(C=C2)F)S(=O)(=O)C)F)=O)=O)=O (2S)-2-amino-3-[4-[3-[2,4-difluoro-3-(methylsulfonyl)-benzoyl]-1H-pyrazolo[3,4-b]pyridin-5-yl]benzoyl]oxopropanoic acid hydrochloride